(3-(3-fluorophenyl)-1-methyl-1H-indazol-6-yl)(4-(1-(2-morpholinoethyl)-1H-benzo[d]imidazol-2-yl)piperidin-1-yl)methanone FC=1C=C(C=CC1)C1=NN(C2=CC(=CC=C12)C(=O)N1CCC(CC1)C1=NC2=C(N1CCN1CCOCC1)C=CC=C2)C